N[C@@H]1C2=CC=CC=C2CC12CCN(CC2)C=2NC(C1=C(N2)NN=C1C=1C=2C=CC=NC2CC(C1F)(C)C)=O (S)-6-(1-amino-1,3-dihydrospiro[indene-2,4'-piperidin]-1'-yl)-3-(6-fluoro-7,7-dimethyl-7,8-dihydroquinolin-5-yl)-1,5-dihydro-4H-pyrazolo[3,4-d]pyrimidin-4-one